FC1(C(C(C(C(C1(F)F)(F)F)(F)F)(F)F)(F)F)SCC(F)(F)F (2,2,2-trifluoroethyl) (perfluorocyclohexyl) sulfide